5-(hydroxymethyl)-4-phenylpyrimidine-2-carboxylic acid OCC=1C(=NC(=NC1)C(=O)O)C1=CC=CC=C1